[2-[[4-[1-(benzenesulfonyl)-6-(3,5-dimethylisoxazol-4-yl) pyrrolo[2,3-b]pyridin-3-yl]-5-(trifluoro methyl) pyrimidin-2-yl] amino] cyclobutyl] methanesulfonate CS(=O)(=O)OC1C(CC1)NC1=NC=C(C(=N1)C1=CN(C2=NC(=CC=C21)C=2C(=NOC2C)C)S(=O)(=O)C2=CC=CC=C2)C(F)(F)F